C(CCCCCCCCCCCCCCCCCCC)OC(CCCCCCCCCCC)=O.N(=[N+]=[N-])C(CCNS(=O)(=O)C)C1=CC=C(C=C1)C(=O)NN N-(3-azido-3-(4-(hydrazinocarbonyl)phenyl)propyl)methanesulfonamide arachidyl-laurate